2,3-Dimethoxy-12-(2-(piperidin-1-yl)ethyl)-12,13-dihydro-[1,3]dioxolo[4',5':4,5]benzo[1,2-c]phenanthridine COC=1C=C2CN(C=3C4=C(C=CC3C2=CC1OC)C=C1C(=C4)OCO1)CCN1CCCCC1